ClC1=C(C(=CC=C1)Cl)N1N=C(C(=C1)NC1=CC=C(C=C1)C1=NC(=NN1C(C)C)C(F)(F)F)C(=O)N 1-(2,6-dichlorophenyl)-4-((4-(1-isopropyl-3-(trifluoromethyl)-1H-1,2,4-triazol-5-yl)phenyl)amino)-1H-pyrazole-3-carboxamide